R-N-((1R,4R)-4-morpholinocyclohexyl)-1H-indol-4-amine O1CCN(CC1)C1CCC(CC1)NC=1C=2C=CNC2C=CC1